N1(CCC1)C(CC=1C=C2CCC(NC2=CC1)C1=CC=CC=C1)=O 1-(azetidine-1-yl)-2-(2-phenyl-1,2,3,4-tetrahydroquinoline-6-yl)ethane-1-one